O=C1NC(CCC1N1C(C2=CC=C(C=C2C1=O)N(C)C1C(CCCC1)N1CC(C1)OCC)=O)=O 2-(2,6-dioxopiperidin-3-yl)-5-((2-(3-ethoxyazetidin-1-yl)cyclohexyl)(methyl)amino)isoindoline-1,3-dione